OC1(CC(C1)NC1=C(C=CC=C1)S(=O)(=O)N)C (3-hydroxy-3-methylcyclobutyl)aminobenzenesulfonamide